CC1=NOC(=C1C=1C=CC(=C(C1)N(C1=CC=C(C=C1)C1(CC1)C#N)CCC(CCNC=1C=C2C(N(C(C2=CC1F)=O)C1C(NC(CC1)=O)=O)=O)C)C)C 1-(4-((5-(3,5-dimethylisoxazol-4-yl)-2-methylphenyl)(5-((2-(2,6-dioxopiperidin-3-yl)-6-fluoro-1,3-dioxoisoindolin-5-yl)amino)-3-methylpentyl)amino)phenyl)cyclopropane-1-carbonitrile